tris(2-phenylpyrimidine) iridium [Ir].C1(=CC=CC=C1)C1=NC=CC=N1.C1(=CC=CC=C1)C1=NC=CC=N1.C1(=CC=CC=C1)C1=NC=CC=N1